3-OXO-3-PHENYL-PROPIONALDEHYDE O=C(CC=O)C1=CC=CC=C1